C[C@H]1[C@@H](C(CC=C1)(C)C)C(C)=O trans-1-(2,6,6-trimethyl-3-cyclohexen-1-yl)-1-ethanone